CC1([C@@H](N2C(C[C@H]2S1(=O)=O)=O)C(=O)OCC\C=C/C(F)(F)F)C (Z)-5,5,5-Trifluoropent-3-enyl (2S,5R)-3,3-dimethyl-7-oxo-4-thia-1-azabicyclo[3.2.0]heptane-2-carboxylate 4,4-dioxide